((2R,3S,4R,5S)-5-(1-cyclohexyl-2,4-dioxo-1,2,3,4-tetrahydropyrimidin-5-yl)-3,4-dihydroxytetrahydrofuran-2-yl) methyl hydrogen triphosphate O(P(OC)(=O)OP(=O)(O)OP(=O)([O-])[O-])[C@H]1O[C@H]([C@@H]([C@@H]1O)O)C=1C(NC(N(C1)C1CCCCC1)=O)=O